COC1=CC=C(CS(=O)(=O)OC2=C(C=CC=C2)NC(=O)NC2=CC(=CC=C2)OS(=O)(=O)CC2=CC=C(C=C2)OC)C=C1 N-[2-(p-methoxybenzylsulfonyloxy)phenyl]-N'-[3-(p-methoxybenzyl-sulfonyloxy)phenyl]urea